C(C)(C)(C)OC(=O)N1[C@H](C(C1)O)C (2S)-3-hydroxy-2-methylazetidine-1-carboxylic acid tert-butyl ester